IC=1N=C(N2C1C(=CC=C2)C)C(C)(C)NC(OC(C)(C)C)=O tert-butyl (2-(1-iodo-8-methylimidazo[1,5-a]pyridine-3-yl)propan-2-yl)carbamate